N'-(5-ethyl-4-(4-methoxybenzyl)-3-oxo-3,4-dihydroquinoxalin-2-yl)-1-methylcyclopropane-1-carbohydrazide C(C)C1=C2N(C(C(=NC2=CC=C1)NNC(=O)C1(CC1)C)=O)CC1=CC=C(C=C1)OC